ethyl 6-(azidomethyl)-4-(4-(trifluoromethoxy)phenyl)benzo[d]oxazole-7-carboxylate N(=[N+]=[N-])CC1=C(C2=C(N=CO2)C(=C1)C1=CC=C(C=C1)OC(F)(F)F)C(=O)OCC